(R)-5-(5-(1-(1H-pyrrolo[2,3-b]pyridin-4-yl)ethoxy)-1H-indazol-3-yl)-N,N-dimethylpyridin-2-amine N1C=CC=2C1=NC=CC2[C@@H](C)OC=2C=C1C(=NNC1=CC2)C=2C=CC(=NC2)N(C)C